(methyl)acrylic acid 2-sulfoethyl ester S(=O)(=O)(O)CCOC(C(=C)C)=O